6-azaspiro[3.5]nonane-7,9-dione C1CCC12CNC(CC2=O)=O